trans-3-{[(5-chloropyridin-2-yl)oxy]methyl}-4-methyl-2-[6-methyl-3-(pyrimidin-2-yl)pyridine-2-carbonyl]-2-azabicyclo[3.1.1]heptane ClC=1C=CC(=NC1)OCC1N(C2CC(C1C)C2)C(=O)C2=NC(=CC=C2C2=NC=CC=N2)C